2-{(tris(hydroxymethyl)methyl)amino}ethanesulfonic acid OCC(CO)(CO)NCCS(=O)(=O)O